N(C1=CC=CC=C1)C(C(CC(=O)O)(O)C(=O)O)C(=O)O aniline-citric acid